[CH-]1C=CC=C1.[CH-]1C=CC=C1.[Ru+2] ruthenocen